cis-1-(2-acetylhydrazine-1-carbonyl)-N-(4-chloro-3-(cis-2-cyanocyclobutyl)phenyl)-3-methyl-6-azabicyclo[3.1.1]heptane-6-carboxamide C(C)(=O)NNC(=O)C12CC(CC(N1C(=O)NC1=CC(=C(C=C1)Cl)[C@H]1[C@H](CC1)C#N)C2)C